N-(3,5-difluorobenzyl)-4-fluoro-1-(5-fluoro-4-(1-methyl-1H-1,2,4-triazol-5-yl)pyrimidin-2-yl)-N-hydroxypiperidine-4-carboxamide FC=1C=C(CN(C(=O)C2(CCN(CC2)C2=NC=C(C(=N2)C2=NC=NN2C)F)F)O)C=C(C1)F